C(C)(=O)N1[C@H](COC2=C(C1)C(=CC(=C2)C(=O)OC(C)C)F)C isopropyl (3S)-4-acetyl-6-fluoro-3-methyl-3,5-dihydro-2H-1,4-benzoxazepine-8-carboxylate